C(C=C)(=O)N1CC(C1)(F)CN1C2=C(N(C(C1=O)=O)C1=C(C=CC=C1C(C)C)C(C)C)N=C(C(=C2)Cl)C2=C(C=CC=C2O)F 1-((1-acryloyl-3-fluoroazetidin-3-yl)methyl)-7-chloro-4-(2,6-diisopropylphenyl)-6-(2-fluoro-6-hydroxyphenyl)-1,4-dihydropyrido[2,3-b]pyrazine-2,3-dione